N(C1=CC=CC=C1)C1=C(NC2=C1C(N(CC2)C)=O)C2=CC(=NC=C2)NC(CC2=CC(=CC=C2)C(F)(F)F)=O N-[4-(3-Anilino-5-methyl-4-oxo-4,5,6,7-tetrahydro-1H-pyrrolo[3,2-c]pyridin-2-yl)pyridin-2-yl]-2-[3-(trifluoromethyl)phenyl]acetamid